5-(1H-imidazol-1-yl)-2-(6-(1-(piperidin-4-yl)vinyl)-1,2,4-triazin-3-yl)phenol N1(C=NC=C1)C=1C=CC(=C(C1)O)C=1N=NC(=CN1)C(=C)C1CCNCC1